(4-(3-amino-4-(4-aminophenyl)benzo[d]isoxazol-6-yl)piperidin-1-yl)-2-methylpropan-1-one NC1=NOC2=C1C(=CC(=C2)C2CCN(CC2)C(C(C)C)=O)C2=CC=C(C=C2)N